Pyrogallol-2-O-sulphate S(=O)(=O)(O)OC1=C(O)C=CC=C1O